(2-(2,6-dioxopiperidin-3-yl)-3-oxoisoindolin-5-yl)methyl (3-chloro-5-methylphenyl)carbamate ClC=1C=C(C=C(C1)C)NC(OCC=1C=C2C(N(CC2=CC1)C1C(NC(CC1)=O)=O)=O)=O